tert-butyl 4-(4-fluorophenyl)-1,4-diazepane-1-carboxylate FC1=CC=C(C=C1)N1CCN(CCC1)C(=O)OC(C)(C)C